CC1(CNC=2C=NC=3N(C21)N=C(C3)C(C)O)C(F)(F)F (8-methyl-8-(trifluoromethyl)-7,8-dihydro-6H-pyrazolo[1,5-a]pyrrolo[2,3-e]pyrimidin-2-yl)ethan-1-ol